CC=1OC(C2=C(N1)C=C1N=C(OC(C1=C2)=O)C)=O 2,8-dimethyl-4h,6h-benzo(1,2-d:5,4-d')bis-(1,3)-oxazine-4,6-dione